(R)-N-(1-(4-cyanophenyl)ethyl)-1-((5-fluoropyridin-2-yl)methyl)-6-isopropyl-2-oxo-1,2-dihydro-1,8-naphthyridine-3-carboxamide C(#N)C1=CC=C(C=C1)[C@@H](C)NC(=O)C=1C(N(C2=NC=C(C=C2C1)C(C)C)CC1=NC=C(C=C1)F)=O